NC=1C(=C(C=CC1)S(=O)(=O)NC=1SC(=C(N1)C1=C(C=CC=C1)C(F)(F)F)C1=CC(=CC=C1)[C@@H]1C[C@H](CC1)OC(F)(F)F)F 3-amino-2-fluoro-N-(5-(3-((1S,3S)-3-(trifluoromethoxy)cyclopentyl)phenyl)-4-(2-(trifluoromethyl)phenyl)thiazol-2-yl)benzenesulfonamide